(R)-tert-butyl (3-(4-(4-(2-((1,3-dioxoisoindolin-2-yl)oxy)-2-(2-(4-methoxybenzyl)-2H-tetrazol-5-yl)ethoxy)phenyl)-1H-pyrazol-1-yl)propyl)carbamate O=C1N(C(C2=CC=CC=C12)=O)O[C@@H](COC1=CC=C(C=C1)C=1C=NN(C1)CCCNC(OC(C)(C)C)=O)C=1N=NN(N1)CC1=CC=C(C=C1)OC